2-Ethynyl-N-(3-isopropoxy-5-(trifluoromethyl)phenyl)-N-(2-oxo-1-(3,3,3-trifluoropropyl)pyrrolidin-3-yl)thiazole-4-carboxamide C(#C)C=1SC=C(N1)C(=O)N(C1C(N(CC1)CCC(F)(F)F)=O)C1=CC(=CC(=C1)C(F)(F)F)OC(C)C